O=C1N(C=CC(N1)=O)[C@H]1[C@@H](C=C(O1)CO[P@](=O)(OC1=CC=CC=C1)N[C@@H](C)C(=O)OC(C)C)O Isopropyl ((S)-(((4R,5R)-5-(2,4-dioxo-3,4-dihydropyrimidin-1(2H)-yl)-4-hydroxy-4,5-dihydrofuran-2-yl)methoxy)(phenoxy)phosphoryl)-L-alaninate